(4-((3-bromo-4-(4-(trifluoromethyl)piperidin-1-yl)phenyl)amino)benzyl)carbamic acid tert-butyl ester C(C)(C)(C)OC(NCC1=CC=C(C=C1)NC1=CC(=C(C=C1)N1CCC(CC1)C(F)(F)F)Br)=O